NC1=CC=C(C(=C1CO)F)OC(F)(F)F (6-amino-2-fluoro-3-(trifluoromethoxy)phenyl)methanol